C1(CCCCC1)N1CCN(C2=CC=CC=C12)C(CCN1CCCCC1)=O 1-(4-cyclohexyl-3,4-dihydroquinoxaline-1(2H)-yl)-3-(piperidin-1-yl)propan-1-one